(R)-(4-chlorophenyl)(3-(2-cyclopropylthiazol-4-yl)-8-methyl-5,6-dihydro-[1,2,4]triazolo[4,3-a]pyrazin-7(8H)-yl)methanone ClC1=CC=C(C=C1)C(=O)N1[C@@H](C=2N(CC1)C(=NN2)C=2N=C(SC2)C2CC2)C